tert-Butyl 2-amino-5-[(2,4-dimethylphenyl)carbamoyl]-4-methylthiophenecarboxylate NC1(SC(=C(C1)C)C(NC1=C(C=C(C=C1)C)C)=O)C(=O)OC(C)(C)C